FC=1C=C2C(=CN(C2=CC1F)C(=O)OC(C)(C)C)C1=CC=C2C(=N1)C(N(C2=O)CC2=CC=C(C=C2)OC)(C)C tert-butyl 5,6-difluoro-3-[6-[(4-methoxyphenyl)methyl]-7,7-dimethyl-5-oxopyrrolo[3,4-b]pyridin-2-yl]indole-1-carboxylate